6-chloro-4-methylheptyl nonyloxymethyl ether C(CCCCCCCC)OCOCCCC(CC(C)Cl)C